2-bromo-4,5,6,7-tetrahydrothiazolo[4,5-c]pyridine BrC=1SC2=C(CNCC2)N1